2-(9,9-dimethyl-9H-fluoren-2-yl)-3-(4,4,5,5-tetramethyl-1,3,2-dioxaborolan-2-yl)pyridine CC1(C2=CC=CC=C2C=2C=CC(=CC12)C1=NC=CC=C1B1OC(C(O1)(C)C)(C)C)C